N1N=CC(=C1)C1=CC=C(C=C1)NC1=NC(=NC=C1F)C=1C=C2CCN(C2=CC1)C(=O)C1CC(C1)(F)F (5-(4-((4-(1H-pyrazol-4-yl)phenyl)amino)-5-fluoropyrimidin-2-yl)indolin-1-yl)(3,3-difluorocyclobutyl)methanone